2-(2-(6-(trifluoromethyl)imidazo[1,2-a]pyrazin-3-yl)pyrimidin-4-yl)-9-oxa-2-azaspiro[5.5]undecane FC(C=1N=CC=2N(C1)C(=CN2)C2=NC=CC(=N2)N2CC1(CCC2)CCOCC1)(F)F